(3S)-1,2-diazinane-3-carboxylic acid dihydrochloride Cl.Cl.N1N[C@@H](CCC1)C(=O)O